CC=1N=NC=C(C1[C@H](C)OC=1C=C2C(=NNC2=CC1)C=1C=NC(=CC1)N1CC2(CN(C2)S(=O)(=O)C)C1)C 5-[(1S)-1-(3,5-dimethylpyridazin-4-yl)ethoxy]-3-[6-(2-methylsulfonyl-2,6-diazaspiro[3.3]heptan-6-yl)-3-pyridyl]-1H-indazole